tert-butyl (2S)-2-(aminooxymethyl)pyrrolidine-1-carboxylate NOC[C@H]1N(CCC1)C(=O)OC(C)(C)C